BrC=1C(=NC(=C(C1)OCC(F)(F)F)C)NC1=C(C(=CC=C1C)OCC1=CC=C(C=C1)OC)C 3-Bromo-N-(3-((4-methoxybenzyl)oxy)-2,6-dimethylphenyl)-6-methyl-5-(2,2,2-trifluoroethoxy)pyridin-2-amine